BrC1=C(C=C(C=C1)C(F)(F)F)S(=O)(=O)NC=1C=C(C(=O)OC)C=CC1OC methyl 3-(2-bromo-5-(trifluoromethyl) phenylsulfonylamino)-4-methoxybenzoate